CC1(OC[C@H](O1)CN)C (R)-(2,2-dimethyl-1,3-dioxolan-4-yl)methanamine